ethylene bisfluoro carbonate C(OF)(OF)=O.C=C